CC(C)(C)S(=O)N 2-methylpropane-2-sulfinylAmine